methyl-(2,2,2-trifluoro-ethyl)-amine hydrochloride Cl.CNCC(F)(F)F